tert-butyl 2-oxospiro[indoline-3,4'-piperidine]-1'-carboxylate O=C1NC2=CC=CC=C2C12CCN(CC2)C(=O)OC(C)(C)C